N1C(C=NC2=CC=CC=C12)=NN quinoxalinone hydrazone